FC1=CC(=C(C(=O)N2C3CC(C(C2CNC2=NC=C(N=C2)C(F)(F)F)C)C3)C=C1)N1N=CC=N1 N-({2-[4-fluoro-2-(2H-1,2,3-triazol-2-yl)benzoyl]-4-methyl-2-azabicyclo[3.1.1]hept-3-yl}methyl)-5-(trifluoromethyl)pyrazin-2-amine